C/C(/CO)=C\C (2E)-2-methyl-2-buten-1-ol